C(#N)C1CC(NC1CC(C)(C)C)C(=O)N 4-cyano-5-(2,2-dimethylpropyl)pyrrolidine-2-carboxamide